(R)-N-(4-(5-(4-((1-cyanoethyl)amino)-6-(3-cyanopyrrolo[1,2-b]pyridazin-7-yl)pyridin-3-yl)-1,3,4-thiadiazol-2-yl)bicyclo[2.2.2]oct-1-yl)acetamide C(#N)[C@@H](C)NC1=C(C=NC(=C1)C1=CC=C2N1N=CC(=C2)C#N)C2=NN=C(S2)C21CCC(CC2)(CC1)NC(C)=O